N1(CCNCC1)C=1C=CC(=NC1)NC=1N=CC2=C(N1)N1C(=C2)C(NCC12CCCCC2)=O 2'-((5-(piperazin-1-yl)pyridin-2-yl)amino)-7',8'-dihydro-6'H-spiro[cyclohexane-1,9'-pyrazino[1',2':1,5]pyrrolo[2,3-d]pyrimidine]-6'-one